CN1C(CC2=CC=C(C=C12)B1OC(C(O1)(C)C)(C)C)=O 1-Methyl-6-(4,4,5,5-tetramethyl-[1,3,2]dioxaborolan-2-yl)-1,3-dihydro-indol-2-one